4-[(3-nitrophenyl)methyl]morpholine [N+](=O)([O-])C=1C=C(C=CC1)CN1CCOCC1